2-(5-{2-[6-(2-amino-1,3-benzodiazol-1-yl)-1,4-oxazepan-4-yl]ethoxy}-1-methylpyrazol-4-yl)-6-methylpyridine-4-carboxylic acid NC1=NC2=C(N1C1CN(CCOC1)CCOC1=C(C=NN1C)C1=NC(=CC(=C1)C(=O)O)C)C=CC=C2